bis(4-(tert-butyl)phenyl)amine C(C)(C)(C)C1=CC=C(C=C1)NC1=CC=C(C=C1)C(C)(C)C